3-(3-chloro-4-fluorophenyl)-5-(2-(3-hydroxy-3-methylazetidin-1-yl)-2-oxoethyl)thieno[3,2-c]pyridin-4(5H)-one ClC=1C=C(C=CC1F)C1=CSC2=C1C(N(C=C2)CC(=O)N2CC(C2)(C)O)=O